tert-butyl 3-[4-[4-[[1-[(4-fluorophenyl)carbamoyl]-cyclopropanecarbonyl]-amino]phenoxy]-7-methoxyquinolin-6-yl]-3-hydroxyazetidine-1-carboxylate FC1=CC=C(C=C1)NC(=O)C1(CC1)C(=O)NC1=CC=C(OC2=CC=NC3=CC(=C(C=C23)C2(CN(C2)C(=O)OC(C)(C)C)O)OC)C=C1